[Zr].C(C=C)(=O)[Cu].[Cu].[Te] tellurium copper alloyl-copper zirconium